Cl.NCC(=O)OC(CCCCCCCCCCC)=O.[Na] sodium lauroyl glycinate, hydrochloride salt